C(#N)C=1C=CC(=C2N=CC=NC12)N1C[C@@H](C[C@@H](C1)C(F)(F)F)NC([C@H](C(C)C)O)=O (S)-N-((3R,5S)-1-(8-cyanoquinoxalin-5-yl)-5-(trifluoromethyl)piperidin-3-yl)-2-hydroxy-3-methylbutanamide